1-((2S,3R,4R,5R)-5-(2,4-dioxo-3,4-dihydropyrimidin-1(2H)-yl)-2-(hydroxymethyl)-4-methoxytetrahydrofuran-3-yl)-2-oxo-6,9,12-trioxa-3-azatetradecan O=C1N(C=CC(N1)=O)[C@H]1[C@@H]([C@@H]([C@H](O1)CO)CC(NCCOCCOCCOCC)=O)OC